4-(4-Acetamido-2-(6-methyl-7-oxo-1-tosyl-6,7-dihydro-1H-pyrrolo[2,3-c]pyridin-4-yl)phenoxy)phenyl acetate C(C)(=O)OC1=CC=C(C=C1)OC1=C(C=C(C=C1)NC(C)=O)C=1C2=C(C(N(C1)C)=O)N(C=C2)S(=O)(=O)C2=CC=C(C)C=C2